NC=1N=C(SC1C(C1=CC=CC=C1)=O)N(C1=CC=C(C=C1)Cl)C(C(=O)N)C (N-(4-amino-5-benzoyl-thiazol-2-yl)-4-chloro-anilino)propanamide